3-cyclopropyl-5-fluoro-4-({3-fluoro-5-[(propan-2-yl)carbamoyl]phenyl}amino)-N-[imidazolidin-2-ylidene]benzamide C1(CC1)C=1C=C(C(=O)N=C2NCCN2)C=C(C1NC1=CC(=CC(=C1)C(NC(C)C)=O)F)F